6-chloro-5-(4-((7-ethyl-6-oxo-7,8-dihydro-1,5-naphthyridin-3-yl)methyl)piperazin-1-yl)-6-methyl-N-(methyl-d3)pyridine-2-carboxamide ClC1(C(=CC=C(N1)C(=O)NC([2H])([2H])[2H])N1CCN(CC1)CC=1C=NC=2CC(C(NC2C1)=O)CC)C